molybdenum oxygen [O].[Mo]